1-(4-chloro-2-fluoro-5-(7-((2-methoxyethyl)amino)-2-oxo-1-(2,2,2-trifluoroethyl)-1,2-dihydro-1,6-naphthyridin-3-yl)phenyl)-3-(4-(trifluoromethyl)phenyl)urea ClC1=CC(=C(C=C1C=1C(N(C2=CC(=NC=C2C1)NCCOC)CC(F)(F)F)=O)NC(=O)NC1=CC=C(C=C1)C(F)(F)F)F